methyl morpholin-3-carboxylate N1C(COCC1)C(=O)OC